BrC1=C(C=CC=C1)NC=O N-2-bromophenylformamide